C(C)C=1C(NC=2C=C(C=NC2C1)CN1C=2C=CN=CC2C=CC1)=C=O (1r,6s)-5-((7-ethyl-6-carbonyl-5,6-dihydro-1,5-naphthyridin-3-yl)methyl)-2,5-naphthyridine